(5S,7R,8R,9S,10R)-10-(benzyloxy)-7-(hydroxymethyl)-9-(4-(3,4,5-trifluorophenyl)-1H-1,2,3-triazol-1-yl)-1,6-dioxaspiro[4.5]decan-8-ol C(C1=CC=CC=C1)O[C@@H]1[C@H]([C@H]([C@H](O[C@@]12CCCO2)CO)O)N2N=NC(=C2)C2=CC(=C(C(=C2)F)F)F